octyl-tributyl-phosphine bromide [Br-].C(CCCCCCC)C(CCC)P(CCCC)CCCC